6-chloro-N-methyl-nicotinamide ClC1=NC=C(C(=O)NC)C=C1